(3-(3-fluoro-4-((2-isopropylimidazol-1-yl)methyl)phenyl)-5-isobutyl-2-thienyl)sulfonylCarbamic acid 2-hydroxyethyl ester OCCOC(NS(=O)(=O)C=1SC(=CC1C1=CC(=C(C=C1)CN1C(=NC=C1)C(C)C)F)CC(C)C)=O